3-(2-methoxy-4-{6-oxo-2H,4H,5H,6H,7H-pyrazolo[3,4-b]pyridin-4-yl}phenoxy)-5-(trifluoromethyl)benzoic acid methyl ester COC(C1=CC(=CC(=C1)C(F)(F)F)OC1=C(C=C(C=C1)C1C=2C(NC(C1)=O)=NNC2)OC)=O